menthylamine C1(CC(C(CC1)C(C)C)N)C